FC(C=1C(=C(C=CC1)[C@@H](C)NC=1C=2C(N=C(N1)C)=C(C(N(C2)C2(CC2)CF)=O)S(=O)(=O)C)F)F (R)-4-((1-(3-(difluoromethyl)-2-fluorophenyl)ethyl)amino)-6-(1-(fluoromethyl)cyclopropyl)-2-methyl-8-(methylsulfonyl)pyrido[4,3-d]pyrimidine-7(6H)-one